C12C=CC(CC1)C2 anti-norbornene